C(C)OS(=O)(=O)[O-].C(C)[N+]1=CC(=CC=C1)C 1-ethyl-3-methylpyridinium ethylsulfate